IC1C(S[C@]2([C@H]1O[Si](O[Si](OC2)(C(C)C)C(C)C)(C(C)C)C(C)C)C#C[Si](CC)(CC)CC)N2C1=NC=NC=C1N=C2 9-((6aR,9aR)-9-iodo-2,2,4,4-tetraisopropyl-6a-((triethylsilyl)ethynyl)tetrahydro-6H-thieno[3,2-f][1,3,5,2,4]trioxadisilocin-8-yl)-9H-purine